1,4,5,6-tetrahydropyran O1C=CCCC1